ClC1=CC(NC(N1C[C@H]1CN(CCO1)C(=O)OC(C)(C)C)=O)=O Tert-butyl (R)-2-((6-chloro-2,4-dioxo-3,4-dihydropyrimidin-1(2H)-yl)methyl)morpholine-4-carboxylate